C(CCCCCCCCCCCCCCCCCC(=O)O)CCCCCCCCCCCCCCCC(=O)O.FC1=C(C=C(C(=C1)F)F)CC#N 2,4,5-trifluorobenzeneacetonitrile propan-1,3-diyl-dipalmitate